[C@H]12CN(C[C@H](CC1)N2)C2=NC(=NC1=C(C=C(C=C21)Cl)F)OC[C@@H](CN(C)C)C (S or R)-4-((1R,5S)-3,8-diazabicyclo[3.2.1]octan-3-yl)-6-chloro-2-((R)-3-(dimethyl-amino)-2-methylpropoxy)-8-fluoro-quinazolin